(S)-2-amino-N-(4-(benzylthio)-3-(trifluoromethyl)phenyl)-3-phenylpropanamide hydrochloride Cl.N[C@H](C(=O)NC1=CC(=C(C=C1)SCC1=CC=CC=C1)C(F)(F)F)CC1=CC=CC=C1